ClC1=C2C=C(NC2=C(C=C1F)F)C(=O)N1[C@@H]([C@@H]2[C@H](C1)CCC2)C(=O)N[C@@H](C[C@H]2C(NCC2)=O)C(CO)=O (1S,3aR,6aS)-2-(4-chloro-5,7-difluoro-1H-indole-2-carbonyl)-N-[(2S)-4-hydroxy-3-oxo-1-[(3S)-2-oxopyrrolidin-3-yl]butan-2-yl]-hexahydro-1H-cyclopenta[c]pyrrole-1-carboxamide